6,7-difluoro-N-(3-fluorophenyl)-2-hydrazino-N-methyl-quinazolin-4-amine FC=1C=C2C(=NC(=NC2=CC1F)NN)N(C)C1=CC(=CC=C1)F